ethyl 5-benzyl-4-oxo-4,5,6,7-tetrahydrothieno[3,2-c]pyridine-2-carboxylate C(C1=CC=CC=C1)N1C(C2=C(CC1)SC(=C2)C(=O)OCC)=O